methyl (2Z)-2-hydroxyimino-3-oxo-3-pyrrolidin-1-yl-propanoate O\N=C(/C(=O)OC)\C(N1CCCC1)=O